2-(4-methoxyphenyl)-1,8-naphthyridin-4(1H)-one COC1=CC=C(C=C1)C=1NC2=NC=CC=C2C(C1)=O